(R)-3-((1R,3R)-1-(2,6-difluoro-4-((1-(3-fluoropropyl)azetidin-3-yl)amino)phenyl)-5-fluoro-3-methyl-3,4-dihydro-1H-pyrido[3,4-b]indol-2(9H)-yl)-2-fluoro-2-methylpropan-1-ol FC1=C(C(=CC(=C1)NC1CN(C1)CCCF)F)[C@H]1N([C@@H](CC2=C1NC1=CC=CC(=C21)F)C)C[C@@](CO)(C)F